3,4-dimethyl-hexane CC(CC)C(CC)C